COC=1C=C(C=CC1OC)C=1NC2=CC=C(C=C2C1C(C)C)N1CCC(CC1)OC1CCN(CC1)CC 2-(3,4-dimethoxyphenyl)-5-(4-((1-ethylpiperidin-4-yl)oxy)piperidin-1-yl)-3-isopropyl-1H-indole